tert-butyl (2R,3R)-3-{[(1S)-1-cyano-2-[4-(3-methyl-2-oxo-1,3-benzoxazol-5-yl)phenyl]ethyl]carbamoyl}-2-methylpiperidine-1-carboxylate C(#N)[C@H](CC1=CC=C(C=C1)C=1C=CC2=C(N(C(O2)=O)C)C1)NC(=O)[C@H]1[C@H](N(CCC1)C(=O)OC(C)(C)C)C